ClC1(C2CCCN(CC12)C(=O)OC(C)(C)C)Cl tert-butyl 8,8-dichloro-3-azabicyclo[5.1.0]octane-3-carboxylate